FC(S(=O)(=O)[O-])(F)F.C1=CC=CC=2C3=CC=CC=C3N(C12)C1=CC=C(C=C1)C1=CC=CC=2[N+]1=C(C=C1C=CC=CC21)C2=CC=CC=C2 4-(4-(9H-carbazol-9-yl)phenyl)-6-phenylpyrido[2,1-a]isoquinolin-5-ium trifluoromethanesulfonate